CS(=NC(=O)C1=NC=C(N=C1)C1=NOC(=N1)C(F)(F)F)(C1=CC=NC=C1)=O N-(methyl(oxo)(pyridin-4-yl)-λ6-sulfaneylidene)-5-(5-(trifluoromethyl)-1,2,4-oxadiazol-3-yl)pyrazine-2-carboxamide